[5-(ethoxycarbonyl)thiophen-2-yl]boronic acid C(C)OC(=O)C1=CC=C(S1)B(O)O